C(C)OC(=O)C=1NC(=C(C1C=1C=NN(C1)C)C(C)=O)C 4-acetyl-5-methyl-3-(1-methyl-1H-pyrazol-4-yl)-1H-pyrrole-2-carboxylic acid ethyl ester